1-[1-[[7-[8-ethyl-7-fluoro-3-(methoxymethoxy)-1-naphthyl]-4-methoxy-6,8-dihydro-5H-pyrido[3,4-d]pyrimidin-2-yl]oxymethyl]cyclopropyl]-N,N-dimethyl-methanamine C(C)C=1C(=CC=C2C=C(C=C(C12)N1CC=2N=C(N=C(C2CC1)OC)OCC1(CC1)CN(C)C)OCOC)F